methyl-1-oxo-3,4-dihydroisoquinoline-6-carboxylate COC(=O)C=1C=C2CCNC(C2=CC1)=O